FC1=C(C=C(C=C1)OC)C1=C(C=C(C=C1)C(=O)O)C(C=O)(C)C 2'-fluoro-5'-methoxy-2-(2-methyl-1-oxopropan-2-yl)-[1,1'-biphenyl]-4-carboxylic acid